{2-[3-(benzyloxy)phenyl]ethyl}methyl-carbamic acid tert-butyl ester C(C)(C)(C)OC(N(C)CCC1=CC(=CC=C1)OCC1=CC=CC=C1)=O